ClC=1C=C(C=C(C1)F)C1=CC(=CC(=N1)OC=1C=CC(=NC1)N1CCN(CC1)C(=O)OC(C)(C)C)C(=O)OC tert-Butyl 4-(5-((6-(3-chloro-5-fluorophenyl)-4-(methoxycarbonyl)pyridin-2-yl)oxy)pyridin-2-yl)piperazine-1-carboxylate